pimelic acid amide C(CCCCCC(=O)O)(=O)N